ClC(C1=NC(=NC(=N1)C(Cl)(Cl)Cl)C=CC=1OC(=CC1)CC)(Cl)Cl 2,4-bis(trichloromethyl)-6-[2-(5-ethyl-2-furyl)ethenyl]-s-triazine